C(=CC)N1C[C@@H](CCC1)C=1C=NC=CC1C1=CC(=C(CNC(=O)C=2N=NN(C2)C(C)(C)C)C=C1)C (S)-N-(4-(3-(1-propenylpiperidin-3-yl)pyridin-4-yl)-2-methylbenzyl)-1-(tert-butyl)-1H-1,2,3-triazole-4-carboxamide